2-acetyl-3,5-dimethylfuran C(C)(=O)C=1OC(=CC1C)C